C(C=C)(=O)N1CC(C1)C(=O)N 1-prop-2-enoyl-azetidine-3-carboxamide